C12(CC3CC(CC(C1)C3)C2)CN2CCN(CC2)CC2=C3C(N(C(=NC3=CC=C2)C)C2C(NC(CC2)=O)=O)=O 3-(5-((4-(((3r,5r,7r)-adamantan-1-yl)methyl)piperazin-1-yl)methyl)-2-methyl-4-oxoquinazolin-3(4H)-yl)piperidine-2,6-dione